CC1=C(NC2=CC=CC=C12)C(=O)[O-] The molecule is an indolecarboxylate obtained by deprotonation of the carboxy group of 3-methyl-2-indolic acid; major species at pH 7.3. It has a role as a bacterial metabolite. It is a conjugate base of a 3-methyl-2-indolic acid.